NC(C(C)NC(\C=C\C1=CC=2N=C(N=C(C2S1)N1CCOCC1)C=1C=NC(=CC1)OC)=O)=O (E)-N-(1-amino-1-oxo-2-propyl)-3-(2-(6-methoxy-3-pyridinyl)-4-morpholinyl-6-thieno[3,2-d]pyrimidinyl)acrylamide